ClC1=C(C=NN1C)S(=O)(=O)N1CCC(CC1)C1=C(N=C2N1CCCC2)C 3-(1-((5-chloro-1-methyl-1H-pyrazol-4-yl)sulfonyl)piperidin-4-yl)-2-methyl-5,6,7,8-tetrahydroimidazo[1,2-a]pyridine